FC=1C(NC(NC1)=O)=O 5-fluoro-1H,3H-pyrimidine-2,4-dione